CN1CCC2(CCN(C2)C(=O)OC2=CC=C3C(=CC=NC3=C2)NC2=CN=NC(=C2)C2=C(C=CC(=C2)Cl)F)CC1 4-{[6-(5-chloro-2-fluorophenyl)pyridazin-4-yl]amino}quinolin-7-yl 8-methyl-2,8-diazaspiro[4.5]decane-2-carboxylate